C(C1=CC=CC=C1)C1=C(C=C(C=C1)CC1=CC=CC=C1)CC1=CC=CC=C1 1,2,4-tribenzylbenzene